(R)-tert-butyl 3-(8-(2-(hydroxymethyl)thieno[3,2-b]pyridin-7-yl)-6-(trifluoromethyl)-3,4-dihydroquinolin-1(2H)-yl)pyrrolidine-1-carboxylate OCC1=CC2=NC=CC(=C2S1)C=1C=C(C=C2CCCN(C12)[C@H]1CN(CC1)C(=O)OC(C)(C)C)C(F)(F)F